1-(4-{4-[(3-methyl-4-{5H,6H,8H-[1,2,4]triazolo[1,5-a]pyrazin-7-ylmethyl}phenyl)amino]pyrido[3,4-d]pyrimidin-6-yl}piperazin-1-yl)prop-2-en-1-one CC=1C=C(C=CC1CN1CC=2N(CC1)N=CN2)NC=2C1=C(N=CN2)C=NC(=C1)N1CCN(CC1)C(C=C)=O